CC1=CC=CC(=N1)C1=C(N=CN1)C=1C=C2C=C(C=NC2=CC1)C1=CC=C(CN2C[C@@H](CCC2)C(=O)OC2CNC2)C=C1 azetidin-3-yl (R)-1-(4-(6-(5-(6-methylpyridin-2-yl)-1H-imidazol-4-yl)quinolin-3-yl)benzyl)piperidine-3-carboxylate